C(C)(C)(C)OC(=O)N1C2(CN(CC1(CC2)F)C2=NC(=NC1=C(C(=C(C=C21)F)Br)F)Cl)F.C[Si](C2=CC=C(C=C2)[SiH3])(OCC)C (4-(dimethylethoxysilyl)phenyl)silane tert-butyl-3-(7-bromo-2-chloro-6,8-difluoroquinazolin-4-yl)-1,5-difluoro-3,8-diazabicyclo[3.2.1]octane-8-carboxylate